methyl 4-amino-2-(3,5-dimethyl piperidin-1-yl)benzoate NC1=CC(=C(C(=O)OC)C=C1)N1CC(CC(C1)C)C